(R)-2-(7-Fluoro-1H-indole-2-carboxamido)-3-(trimethylsilyl)propanoic acid FC=1C=CC=C2C=C(NC12)C(=O)N[C@H](C(=O)O)C[Si](C)(C)C